N-(2,6-difluoro-3-(5-(pyridazin-3-yl)-1H-pyrrolo-[2,3-b]pyridine-3-carbonyl)phenyl)-propane-1-sulfonamide FC1=C(C(=CC=C1C(=O)C1=CNC2=NC=C(C=C21)C=2N=NC=CC2)F)NS(=O)(=O)CCC